The molecule is an L-arginine derivative in which the delta-nitrogen atoms carries a hydroxy group, one of the omega-nitrogen atoms carries a hydroxy group and the other omega-nitrogen atoms carries a methyl group; major species at pH 7.3. It is an amino acid zwitterion and a non-proteinogenic L-alpha-amino acid. It derives from a L-arginine derivative. CN=C(NO)N(CCC[C@@H](C(=O)[O-])[NH3+])O